NC1=CC(=C(C=C1)CS(=O)(=O)[O-])OC.[Na+].FC1=NN2C(N=C(C=C2)C(C)=O)=C1 1-(2-fluoropyrazolo[1,5-a]pyrimidin-5-yl)ethan-1-one sodium (4-amino-2-methoxyphenyl)methanesulfonate